COC=1C=C2CCN(CC2=CC1OC)CCN 6,7-dimethoxy-1,2,3,4-tetrahydroisoquinoline-2-ethylamine